4-(4-(4-chloro-3-(2,4-dioxotetrahydropyrimidin-1(2H)-yl)benzoyl)piperazin-1-yl)n-butanal ClC1=C(C=C(C(=O)N2CCN(CC2)CCCC=O)C=C1)N1C(NC(CC1)=O)=O